7-(5-((1R,4R,7R)-7-amino-2-azabicyclo[2.2.1]heptane-2-carbonyl)-7-fluoro-1-methyl-1H-benzo[d]imidazol-2-yl)-8-(cyclopropylmethyl)-3,3-dimethyl-3,8-dihydropyrrolo[3,2-g]indol-2(1H)-one N[C@H]1[C@@H]2N(C[C@H]1CC2)C(=O)C2=CC1=C(N(C(=N1)C=1N(C=3C4=C(C=CC3C1)C(C(N4)=O)(C)C)CC4CC4)C)C(=C2)F